6-(4-Chlorophenyl)-2-(5-methyl-3-thienyl)-3-oxo-2,3-dihydropyridazine-4-carboxylic acid ClC1=CC=C(C=C1)C=1C=C(C(N(N1)C1=CSC(=C1)C)=O)C(=O)O